N[C@@H](C(C)(C)C)C(=O)O tertleucine